ClC=1C=CC2=C(OC3=C(C=N2)C=CC(=C3)SC)C1 7-chloro-3-(methylthio)dibenzo[b,f][1,4]oxazepin